N-isobutyl-N-((3s,5r)-5-(morpholine-4-carbonyl)piperidin-3-yl)-3-(oxetan-3-ylamino)-5-(trifluoromethyl)pyridinecarboxamide C(C(C)C)N(C(=O)C1=NC=C(C=C1NC1COC1)C(F)(F)F)[C@@H]1CNC[C@@H](C1)C(=O)N1CCOCC1